C(C)(=O)C1=CC=2C(=C3N(CCN(C3)C(CCOCC3NCC3)=O)C2N=C1)C 2-((3-(3-acetyl-5-methyl-8,9-dihydropyrido[3',2':4,5]pyrrolo[1,2-a]pyrazin-7(6H)-yl)-3-oxopropoxy)methyl)azetidin